[N].[B] boron compound with nitrogen